C[C@@H]1C=2C=3C=C(N=NC3NC2CCN1C1=NC=CC(=N1)N1CCNCC1)C1=C(C=CC=C1)O 2-[(3R)-3-methyl-4-(4-piperazin-1-ylpyrimidin-2-yl)-4,8,10,11-tetrazatricyclo[7.4.0.02,7]trideca-1(9),2(7),10,12-tetraen-12-yl]phenol